N-(4-(dimethylamino)phenethyl)-4-fluoro-2-(4-((5-(2-(trifluoromethoxy)phenyl)pyridin-2-yl)oxy)piperidine-1-carbonyl)benzamide CN(C1=CC=C(CCNC(C2=C(C=C(C=C2)F)C(=O)N2CCC(CC2)OC2=NC=C(C=C2)C2=C(C=CC=C2)OC(F)(F)F)=O)C=C1)C